(S)-(5-cyclobutyl-1,3,4-oxadiazol-2-yl)(4-(pyrazolo[1,5-a]pyridin-2-yl)-6,7-dihydro-1H-imidazo[4,5-c]pyridin-5(4H)-yl)methanone C1(CCC1)C1=NN=C(O1)C(=O)N1[C@@H](C2=C(CC1)NC=N2)C2=NN1C(C=CC=C1)=C2